2-(3,5-di(3-fluoranthenyl)phenyl)4-phenyl-6-(3-pyridyl)-1,3,5-triazine C1=CC(=C2C=CC=C3C4=CC=CC=C4C1=C23)C=2C=C(C=C(C2)C=2C=CC=3C1=CC=CC=C1C1=CC=CC2C31)C3=NC(=NC(=N3)C3=CC=CC=C3)C=3C=NC=CC3